C(CCCCCCCCCCC)(=O)NCCC[N+](C)(C)[O-] N-lauroylaminopropyl-N,N-dimethylamine oxide